5-(3-chloro-4-fluorophenyl)-1H-1,2,3-triazole-4-carboxylic acid ClC=1C=C(C=CC1F)C1=C(N=NN1)C(=O)O